BrC1=CC=C(C(=N1)N1CCN(CC1)C(=O)OC(C)(C)C)OC Tert-butyl 4-(6-bromo-3-methoxypyridin-2-yl)piperazine-1-carboxylate